5-(4-chloro-2-fluorophenyl)-2-isobutyl-6-(2-methylpyridin-4-yl)pyrimidin-4(3H)-one ClC1=CC(=C(C=C1)C=1C(NC(=NC1C1=CC(=NC=C1)C)CC(C)C)=O)F